1,4-butanedisulfonic anhydride C1CCCS(=O)(=O)OS1(=O)=O